C(=O)(O)C(C(C(=O)N)C(=O)O)C(=O)N dicarboxyl-butanediamide